[O-2].[Y+3].[Sr+2] Strontium-Yttrium-Oxid